C1(CCCCC1)CC(=O)C1=CC(=C(C=C1C)\N=C(\N(C)C)/S)C (Z)-N'-(4-(2-cyclohexylacetyl)-2,5-dimethylphenyl)-N,N-dimethylcarbamimidothioic acid